2-(3-((tert-butoxycarbonyl)(methyl)amino)pyrrolidin-1-yl)-4-ethoxypyrimidine-5-carboxylic acid C(C)(C)(C)OC(=O)N(C1CN(CC1)C1=NC=C(C(=N1)OCC)C(=O)O)C